COC(=O)C=1SC(=CC1NC(=O)OC1=CC=CC=C1)C1=C(C=C(C(=C1)OC)F)Cl 5-(2-chloro-4-fluoro-5-methoxy-phenyl)-3-(phenoxycarbonylamino)thiophene-2-carboxylic acid methyl ester